O1OC(C1=O)=O 1,2-dioxetanedione